CN1N=C(C(=C1)C1=NC=CC(=C1)OC1=C(C=C(C=C1)NC(=O)C=1C(N(C(N(C1)C(C)C)=O)C1=CC=C(C=C1)F)=O)F)C N-(4-((2-(1,3-dimethyl-1H-pyrazol-4-yl)pyridin-4-yl)oxy)-3-fluorophenyl)-3-(4-fluorophenyl)-1-isopropyl-2,4-dioxo-1,2,3,4-tetrahydropyrimidin-5-carboxamide